ClC1=CC(=C2C(=N1)C=NN2C2COC2)N2CCCC2 5-chloro-1-(oxetan-3-yl)-7-(pyrrolidin-1-yl)-1H-pyrazolo[4,3-b]pyridine